NC=1C=C(C=C(C1)C(F)(F)F)[C@@H](C)NC(=O)C1=NN(C(C=C1)=O)C1=NN(C=C1)C N-[(1R)-1-[3-amino-5-(trifluoromethyl)phenyl]ethyl]-1-(1-methylpyrazol-3-yl)-6-oxo-pyridazine-3-carboxamide